FC(OC1=CC=C(C=N1)CC1CC2(CN(C2)C(=O)N2CC3(C2)NC(OC3)=O)C1)(F)F 2-[6-[[6-(trifluoromethoxy)-3-pyridyl]methyl]-2-azaspiro[3.3]heptane-2-carbonyl]-7-oxa-2,5-diazaspiro[3.4]octan-6-one